C[C@H]1[C@@H]([C@H]([C@H]([C@@H](O1)O[C@@H]2[C@H]([C@H]([C@H](O[C@H]2O)CO)O[C@H]3[C@@H]([C@H]([C@@H]([C@H](O3)CO)O)OP(=O)(O)O)O)O)O)O)O The molecule is an oligosaccharide phosphate consisting of beta-D-galactose having 3-O-phosphono-beta-D-glucosyl and alpha-L-rhamnosyl residues attached at positions 4 and 2 respectively. It is an oligosaccharide phosphate and a trisaccharide derivative.